FC1=CC=C(OC2=CC=C(CC=3N=C(OC3C)C3=CC=C(N(C)C)C=C3)C=C2)C=C1 4-(4-(4-(4-fluorophenoxy)benzyl)-5-methyloxazol-2-yl)-N,N-dimethylaniline